3-((5-aminopyridin-2-yl)amino)tetrahydrothiophene 1,1-dioxide NC=1C=CC(=NC1)NC1CS(CC1)(=O)=O